4-bromo-N-(4-methoxyphenylethyl)benzenesulfonamide BrC1=CC=C(C=C1)S(=O)(=O)NCCC1=CC=C(C=C1)OC